C(#C)N(S(=O)(=O)C1=CC=C(C=C1)C)C1=CC=C(C=C1)OC(F)(F)F N-ethynyl-N-(4-trifluoromethoxyphenyl)-4-methylbenzenesulfonamide